trans-N-{3-[4-(difluoromethyl)-6-oxo-1,6-dihydropyrimidin-2-yl]-2-fluoro-4-(trifluoromethyl)benzyl}-3-{[4-(trifluoromethyl)benzyl]oxy}cyclobutane-1-carboxamide FC(C=1N=C(NC(C1)=O)C=1C(=C(CNC(=O)[C@@H]2C[C@H](C2)OCC2=CC=C(C=C2)C(F)(F)F)C=CC1C(F)(F)F)F)F